1,1'-(cyclohexane-1,1-diylbis(ethane-2,1-diyl))dipyrrolidine C1(CCCCC1)(CCN1CCCC1)CCN1CCCC1